O=C1NC(CCC1NC1=CC(=C(C(=C1)F)N1CCC(CC1)C(C)(C)N1CCN(CC1)C(=O)OCC1=CC=CC=C1)F)=O benzyl 4-[1-[1-[4-[(2,6-dioxo-3-piperidyl)amino]-2,6-difluoro-phenyl]-4-piperidyl]-1-methyl-ethyl]piperazine-1-carboxylate